(2-chlorophenyl)(phenyl)methylamine ClC1=C(C=CC=C1)NCC1=CC=CC=C1